1-(4-(3-amino-6-methylisoxazolo[5,4-b]pyridin-4-yl)phenyl)-3-(2-methoxy-4-nitrophenyl)urea NC1=NOC2=NC(=CC(=C21)C2=CC=C(C=C2)NC(=O)NC2=C(C=C(C=C2)[N+](=O)[O-])OC)C